FC=1C(=NC(=C(C1)COC)F)N(CC1=CC=C(C=C1)OC)CC1=CC=C(C=C1)OC 3,6-difluoro-N,N-bis(4-methoxybenzyl)-5-(methoxymethyl)pyridin-2-amine